(S)-3-(5-chloro-6-fluoroindolin-1-yl)-N-(4-cyano-3-(trifluoromethyl)phenyl)-2-hydroxy-2-methylpropanamide ClC=1C=C2CCN(C2=CC1F)C[C@](C(=O)NC1=CC(=C(C=C1)C#N)C(F)(F)F)(C)O